NC1=CC=C2CCCN(C2=C1)C(=O)OC(C)(C)C tert-butyl 7-amino-3,4-dihydroquinoline-1(2H)-carboxylate